1-(2,5,6-trimethylcyclohexa-1,3-dien-1-yl)but-2-en-1-one CC1=C(C(C(C=C1)C)C)C(C=CC)=O